ClC1=C(C=NN1)C1=CC=C2C(N(C=NC2=C1)CC=1C=NC=C(C(=O)NC)C1)=O 5-((7-(5-chloro-1H-pyrazol-4-yl)-4-oxoquinazolin-3(4H)-yl)methyl)-N-methylnicotinamide